tert-butyl (R)-10-ethyl-9,11-dioxo-1,2,4,4a,5,6,9,11,12,14-decahydro-3H,10H-pyrazino[1',2':5,6][1,5]oxazocino[2,3-g]quinazoline-3-carboxylate C(C)N1C(NC2=CC3=C(C=C2C1=O)OCC[C@H]1N(C3)CCN(C1)C(=O)OC(C)(C)C)=O